1-(5-(aminomethyl)thiophen-2-yl)-2-((8-fluoro-6-methoxy-2-methylquinazolin-4-yl)thio)ethan-1-one hydrochloride Cl.NCC1=CC=C(S1)C(CSC1=NC(=NC2=C(C=C(C=C12)OC)F)C)=O